C(C)OCC(CC1=CNC2=CC=CC=C12)C=1C2=C(SC1C(=O)N)C=C(C=C2)N2CCN(CC2)C (1-ethoxy-3-(1H-indol-3-yl)propan-2-yl)-6-(4-methylpiperazin-1-yl)benzo[b]thiophene-2-carboxamide